4-amino-2-(methylsulfanyl)-1,3-thiazole-5-carboxylic acid ethyl ester C(C)OC(=O)C1=C(N=C(S1)SC)N